S[C@@H](C(C)(O)C)C=1C(=NC=CC1)C(F)(F)F (R)-1-mercapto-2-methyl-1-(2-(trifluoromethyl)pyridin-3-yl)propan-2-ol